4-benzyloxy-2-butenal C(C1=CC=CC=C1)OCC=CC=O